(1S,3aR,6aS)-N-((S)-3-oxo-1-((S)-2-oxopyrrolidin-3-yl)-4-(trifluoromethoxy)butan-2-yl)-2-(1-(2,2,2-trifluoroacetamido)cyclobutane-1-carbonyl)octahydrocyclopenta[c]pyrrole-1-carboxamide O=C([C@H](C[C@H]1C(NCC1)=O)NC(=O)[C@H]1N(C[C@H]2[C@@H]1CCC2)C(=O)C2(CCC2)NC(C(F)(F)F)=O)COC(F)(F)F